(4-cyanooxyphenyl)-1-ethyl-4-isopropyl-benzene magnesium selenocarbonate C([O-])([O-])=[Se].[Mg+2].C(#N)OC1=CC=C(C=C1)C1=C(C=CC(=C1)C(C)C)CC